CN1N=C2C(CN(C=3C(=CC=CC23)NC2=CC(=NC=C2C(=O)NC([2H])([2H])[2H])NC(=O)NC([2H])([2H])[2H])C)=N1 4-((2,5-dimethyl-4,5-dihydro-2H-[1,2,3]triazolo[4,5-c]quinolin-6-yl)amino)-N-(methyl-d3)-6-(3-(methyl-d3)ureido)nicotinamide